7-chloro-3-(2,6-dichloro-3,5-dimethoxyphenyl)-1-(3-methoxyazetidin-1-yl)-2,6-naphthyridine ClC1=NC=C2C=C(N=C(C2=C1)N1CC(C1)OC)C1=C(C(=CC(=C1Cl)OC)OC)Cl